4-(2'-Fluoro-3',4'-dimethoxy-[1,1'-biphenyl]-3-yl)-1,2-oxaborolan-2-ol FC1=C(C=CC(=C1OC)OC)C1=CC(=CC=C1)C1CB(OC1)O